ClC1=C(C(=C(C(=C1C)/C=N/OC)O)C\C=C(\C=C\[C@@]1([C@H]([C@@](CC[C@H]1C)(C)O)C)C)/C)OC 4-chloro-2-[(2E,4E)-5-[(1R,2R,3S,6R)-3-hydroxy-1,2,3,6-tetramethylcyclohexyl]-3-methylpenta-2,4-dien-1-yl]-3-methoxy-6-[(1E)-(methoxyimino)methyl]-5-methylphenol